C(C)C1=C(NC2=CC(=CC=C12)C(C#N)(C1=CC=C(C=C1)C)C1=CC=C(C=C1)O)C 2-(3-Ethyl-2-methyl-1H-indol-6-yl)-2-(4-hydroxyphenyl)-2-(p-tolyl)acetonitrile